C1(=CC=CC=C1)C=1C=C2C=CC=NC2=C2N=CC=CC12 6-phenyl-1,10-phenanthroline